prop-2-en-1-yl 4-(5-[(5-chlorothiophen-2-yl)methyl]amino-1H-pyrazol-3-yl)piperidine-1-carboxylate ClC1=CC=C(S1)CNC1=CC(=NN1)C1CCN(CC1)C(=O)OCC=C